ClC=1C=C2CCC[C@]3(C2=CC1)CN(C1=C(OC3)C=CC(=C1)C(=O)OC(C)(C)C)C[C@@H]1[C@@](CC1)(C)CO (S)-TERT-BUTYL 6'-CHLORO-5-(((1S,2S)-2-(HYDROXYMETHYL)-2-METHYLCYCLOBUTYL)METHYL)-3',4,4',5-TETRAHYDRO-2H,2'H-SPIRO[BENZO[B][1,4]OXAZEPINE-3,1'-NAPHTHALENE]-7-CARBOXYLATE